benzyl-threonine phosphate P(=O)(O)(O)O[C@@H]([C@H](NCC1=CC=CC=C1)C(=O)O)C